FC1=CC=C2C=C(NC(C2=C1)=O)CCC(=O)N1CCN(CC1)C=1C=CC(=NC1)C#N 5-(4-(3-(7-fluoro-1-oxo-1,2-dihydroisoquinolin-3-yl)propanoyl)piperazin-1-yl)picolinonitrile